CC1(C(CCC1)=O)C1=NNC=C1 2-methyl-2-(1H-pyrazol-3-yl)cyclopentan-1-one